FC1=C(C(=CC2=CC(=C(C=C12)CCCC(C)C)O)O)N1CC(NS1(=O)=O)=O 5-[1-fluoro-3,6-dihydroxy-7-(4-methylpentyl)naphthalen-2-yl]-1λ6,2,5-thiadiazolidine-1,1,3-trione